FC=1C(=C(C=CC1F)B(O)O)COCCOC (3,4-Difluoro-2-((2-methoxyethoxy)methyl)phenyl)boronic acid